2-[3-(3-chlorophenyl)-1-[2-[[1-[2-(4-methylpiperazin-1-yl)-2-oxo-ethyl]pyrazol-4-yl]amino]-[1,2,4]triazolo[1,5-a]pyridin-8-yl]azetidin-3-yl]acetonitrile ClC=1C=C(C=CC1)C1(CN(C1)C=1C=2N(C=CC1)N=C(N2)NC=2C=NN(C2)CC(=O)N2CCN(CC2)C)CC#N